4-[3-(methoxy-methoxy)-4-(4,4,5,5-tetramethyl-1,3,2-dioxaborolan-2-yl)phenyl]-1-(oxan-2-yl)pyrazole COCOC=1C=C(C=CC1B1OC(C(O1)(C)C)(C)C)C=1C=NN(C1)C1OCCCC1